C(C=CC#N)#N 2-butene-1,4-dinitrile